C(C)OC(=O)C=1C(=NC(=NC1)SC)NN(C(=O)OC(C)(C)C)CC=C 4-(2-allyl-2-(t-Butoxycarbonyl)hydrazino)-2-(methylthio)pyrimidine-5-carboxylic acid ethyl ester